CN1N=C(C(=C1)C1=CC(=C(C=C1)NCC1CN(CC1)C#N)F)C 3-(((4-(1,3-Dimethyl-1H-pyrazol-4-yl)-2-fluorophenyl)amino)methyl)pyrrolidine-1-carbonitrile